tert-butyl ((3R,6S)-6-((S)-1-(4-fluorophenyl)-1,2,3,4-tetrahydroisoquinoline-2-carbonyl)-3-(methoxymethyl)tetrahydro-2H-pyran-3-yl)carbamate FC1=CC=C(C=C1)[C@@H]1N(CCC2=CC=CC=C12)C(=O)[C@@H]1CC[C@](CO1)(COC)NC(OC(C)(C)C)=O